C(C)(C)(C)OC(C)(C)C monotert-butyl ether